ON=C1C(C2=CC=CC=C2C1)=O (hydroxyimino)-2,3-dihydro-1H-inden-1-one